5-bromo-N-(4-chlorophenyl)pyridin-2-amine-13C BrC=1C=C[13C](=NC1)NC1=CC=C(C=C1)Cl